[C@H]12OC[C@H](N(C1)C1CCN(CC1)S(=O)(=O)C1=CC(=C(C=C1)NC1=CC(=C3C(=N1)NC=C3C(F)(F)F)C3CC3)OC)C2 N-(4-((4-((1R,4R)-2-oxa-5-azabicyclo[2.2.1]heptan-5-yl)piperidin-1-yl)sulfonyl)-2-methoxyphenyl)-4-cyclopropyl-3-(trifluoromethyl)-1H-pyrrolo[2,3-b]pyridin-6-amine